(2S,3R)-2-amino-3-(tert-butoxy)-N-(4-(((S)-2-oxo-4-(trifluoromethyl)imidazolidin-1-yl)methyl)pyridin-2-yl)butan-amide N[C@H](C(=O)NC1=NC=CC(=C1)CN1C(N[C@@H](C1)C(F)(F)F)=O)[C@@H](C)OC(C)(C)C